8-(4-chloro-2-fluorophenyl)-3-(4-methoxybenzyl)-2-methyl-6-(2-(1-methyl-1H-pyrazol-4-yl)morpholino)pyrimido[5,4-d]pyrimidin-4(3H)-one ClC1=CC(=C(C=C1)C1=NC(=NC2=C1N=C(N(C2=O)CC2=CC=C(C=C2)OC)C)N2CC(OCC2)C=2C=NN(C2)C)F